Trans-4-[[2-[4-[4-(4-amino-2-oxo-pyrrolidin-1-yl)phenyl]sulfonylpiperazin-1-yl]-6-chloro-4-pyridinyl]-difluoro-methyl]-N-(3-hydroxypropyl)cyclohexanecarboxamide NC1CC(N(C1)C1=CC=C(C=C1)S(=O)(=O)N1CCN(CC1)C1=NC(=CC(=C1)C([C@@H]1CC[C@H](CC1)C(=O)NCCCO)(F)F)Cl)=O